Trimethylolpropane tris(3-mercaptobutyrate) mercaptobutyrate SC(C(=O)O)CC.SC(CC(=O)O)C.SC(CC(=O)O)C.SC(CC(=O)O)C.C(O)C(CC)(CO)CO